COC=1C=C(C=CC1)SC1=C(C(=O)O)C=CN=C1 3-[(3-Methoxyphenyl)thio]isonicotinic acid